tert-butyl 1-methyl-5-(3-oxopropyl)-3,4-dihydroisoquinoline-2(1H)-carboxylate CC1N(CCC2=C(C=CC=C12)CCC=O)C(=O)OC(C)(C)C